CC1=C(OC(C(=O)OCC)(C)C)C(=CC(=C1)SCN1N=CN(C1=O)C1=CC=C(C=C1)C(F)(F)F)C Ethyl 2-(2,6-dimethyl-4-(((5-oxo-4-(4-(trifluoromethyl) phenyl)-4,5-dihydro-1H-1,2,4-triazol-1-yl)methyl)thio)phenoxy)-2-methylpropionate